C1(=CC=CC=C1)SC1=CC=CC=2C(C3=C(C=CC=C3C(C12)=O)SC1=CC=CC=C1)=O 1,5-bis(phenylsulfanyl)-9,10-anthraquinone